methyl 3-(2-(5-(hydroxymethyl)-2-oxopyridin-1(2H)-yl)ethyl)benzoate OCC=1C=CC(N(C1)CCC=1C=C(C(=O)OC)C=CC1)=O